N-(4-chlorophenyl)-N-phenyl-1H-imidazole-1-carboxamide ClC1=CC=C(C=C1)N(C(=O)N1C=NC=C1)C1=CC=CC=C1